N1C(CC=2C1=CN=CC2)=O 1H-pyrrolo[2,3-c]pyridin-2(3H)-one